[Cr+3].[O-2].[Zn+2].[Cu+2] copper-zinc oxide chromium